ClC1=NC=CC(=N1)C1=C(N=C(S1)C1(CCOCC1)C)C=1C(=C(C=CC1)NC(C)=O)F N-(3-(5-(2-chloropyrimidin-4-yl)-2-(4-methyltetrahydro-2H-pyran-4-yl)-thiazol-4-yl)-2-fluorophenyl)acetamide